ethyl 2-(2-((7-(2-(aminomethyl)-3-fluoropyridin-4-yl)-2-fluorobenzofuran-5-yl)methoxy)-4-ethylphenyl)acetate NCC1=NC=CC(=C1F)C1=CC(=CC=2C=C(OC21)F)COC2=C(C=CC(=C2)CC)CC(=O)OCC